5-({2-[3-chloro-2-(trifluoromethyl)phenyl]-2-azaspiro[3.3]heptan-6-yl}oxy)-2'-ethoxy-N-[(3-hydroxy-1-methylazetidin-3-yl)methyl][2,3'-bipyridine]-6-carboxamide ClC=1C(=C(C=CC1)N1CC2(C1)CC(C2)OC=2C=CC(=NC2C(=O)NCC2(CN(C2)C)O)C=2C(=NC=CC2)OCC)C(F)(F)F